ethyl (2S)-2-[[(2S)-4-[5-[bis(2-chloroethyl)amino]-1-methyl-benzimidazol-2-yl]-2-(methylamino)butanoyl]amino]-4-methyl-pentanoate ClCCN(C1=CC2=C(N(C(=N2)CC[C@@H](C(=O)N[C@H](C(=O)OCC)CC(C)C)NC)C)C=C1)CCCl